C(C)(C)(C)OC(=O)N1CCC(=CC1)C=1C=NN2C1N=CC(=C2)OCC2=CC=CC=C2.FC2=C(C=CC=C2OCCF)C=O (2-fluoro-3-(2-fluoroethoxy)phenyl)methanone tert-butyl-4-(6-(benzyloxy)pyrazolo[1,5-a]pyrimidin-3-yl)-3,6-dihydropyridine-1(2H)-carboxylate